CC1=C(C(=CC=C1)C)NCC=1N=C(N(C1)C=1C=CC=2N(C1)C(=CN2)C(=O)N)C2=NC(=CC=C2)C 6-(4-(((2,6-Dimethylphenyl)amino)methyl)-2-(6-methylpyridin-2-yl)-1H-imidazol-1-yl)imidazo[1,2-a]pyridine-3-carboxamide